(S)-Methyl 2-(4-((5-(((S)-1-(3-isopropylphenyl)ethyl)carbamoyl)-2,3-dimethyl-1H-indol-1-yl)methyl)phenoxy)propanoate C(C)(C)C=1C=C(C=CC1)[C@H](C)NC(=O)C=1C=C2C(=C(N(C2=CC1)CC1=CC=C(O[C@H](C(=O)OC)C)C=C1)C)C